N-(5-((4-(3,3-dimethyl-5-(1-methyl-1H-pyrazol-4-yl)-2,3-dihydro-1H-pyrrolo[3,2-b]pyridin-1-yl)pyrimidin-2-yl)amino)-2-((2-(dimethylamino)ethyl)(methyl)amino)-4-methoxyphenyl)acrylamide CC1(CN(C=2C1=NC(=CC2)C=2C=NN(C2)C)C2=NC(=NC=C2)NC=2C(=CC(=C(C2)NC(C=C)=O)N(C)CCN(C)C)OC)C